1-cyclopropane-dimethanol C1(CC1)(CO)CO